4-methylthio-thieno[2,3-b]pyridin-6(7H)-one CSC=1C2=C(NC(C1)=O)SC=C2